N-(4,4-difluorocyclohexyl)-6-(3,5-dimethyl-1H-pyrazol-1-yl)-4-morpholinopyridin-2-amine FC1(CCC(CC1)NC1=NC(=CC(=C1)N1CCOCC1)N1N=C(C=C1C)C)F